2-(1-(cyclopropylmethyl)-7-(1-(3-hydroxypropanoyl)piperidin-4-yl)-1H-indol-2-yl)-3-methylpyrazolo[1,5-a]pyridine-6-carboxylic acid C1(CC1)CN1C(=CC2=CC=CC(=C12)C1CCN(CC1)C(CCO)=O)C1=NN2C(C=CC(=C2)C(=O)O)=C1C